3-(2-chlorophenyl)-N-hydroxy-2-methyl-3-(2-methylpyrimidin-5-yl)propanimidamide tert-butyl-(1-(6-(3-(benzyloxy)-4-methoxyphenyl)-3-cyanopyridin-2-yl)piperidin-4-yl)carbamate C(C)(C)(C)N(C(O)=O)C1CCN(CC1)C1=NC(=CC=C1C#N)C1=CC(=C(C=C1)OC)OCC1=CC=CC=C1.ClC1=C(C=CC=C1)C(C(C(NO)=N)C)C=1C=NC(=NC1)C